tri-(chloroisopropyl) phosphate P(=O)(OC(C)(C)Cl)(OC(C)(C)Cl)OC(C)(C)Cl